2-(cyclopropylamino)-8-(4-(difluoromethoxy)phenyl)pyrido[4,3-d]pyrimidin-7(6H)-one C1(CC1)NC=1N=CC=2C(N1)=C(C(NC2)=O)C2=CC=C(C=C2)OC(F)F